BrC=1C=C2C(=NC1)N=C(N2)C(C)C=2N=C1CCCN(C1=CC2)C(=O)OC2CC2 cyclopropyl 6-(1-(6-bromo-1H-imidazo[4,5-b]pyridin-2-yl)ethyl)-3,4-dihydro-1,5-naphthyridine-1(2H)-carboxylate